[N+](=O)(OCCNC1CN(C1)S(=O)(=O)C1=CC(=C(C=C1)OCC)C=1NC(C2=C(N1)C(=NN2C)CCC)=O)[O-] 2-((1-((4-ethoxy-3-(1-methyl-7-oxo-3-propyl-6,7-dihydro-1H-pyrazolo[4,3-d]pyrimidin-5-yl) phenyl)sulfonyl)azetidin-3-yl)amino)ethyl nitrate